O1CC(C1)N1N=CC=2C1=NC(=NC2)N2CC1(CC2)CN(CC1)C1=CC(=NC=C1)C(F)(F)F 2-[1-(oxetan-3-yl)-1H-pyrazolo[3,4-d]pyrimidin-6-yl]-7-[2-(trifluoromethyl)pyridin-4-yl]-2,7-diazaspiro[4.4]nonane